Benzene Trifluoride [F-].[F-].[F-].C1=CC=CC=C1